4-(1-{1-[3-(benzyloxy)phenyl]-4,4-difluorobut-3-en-1-yl}-1H-pyrazol-4-yl)-7H-pyrrolo[2,3-d]-pyrimidine trifluoroacetate FC(C(=O)O)(F)F.C(C1=CC=CC=C1)OC=1C=C(C=CC1)C(CC=C(F)F)N1N=CC(=C1)C=1C2=C(N=CN1)NC=C2